2-bromo-7-methyl-4,5,6,7-tetrahydropyrazolo[1,5-a]pyrimidine BrC1=NN2C(NCCC2C)=C1